2-[6-(4-methylpiperazin-1-yl)imidazo[1,2-a]pyrimidin-2-yl]phenol CN1CCN(CC1)C=1C=NC=2N(C1)C=C(N2)C2=C(C=CC=C2)O